C(C=C)OCCCCC1=CC=C(C=C1)CC=1C=C(C=CC1C)[C@]12[C@@H]([C@H]([C@@H]([C@](CO1)(O2)COCC2=CC=CC=C2)OCC2=CC=CC=C2)OCC2=CC=CC=C2)OCC2=CC=CC=C2 (1S,2S,3S,4R,5S)-5-[3-[[4-(4-Allyloxybutyl)phenyl]methyl]-4-methyl-phenyl]-2,3,4-tribenzyloxy-1-(benzyloxymethyl)-6,8-dioxabicyclo[3.2.1]octane